N-[(1R,3S)-3-[tert-butyl(dimethyl)silyl]oxycyclohexyl]-4-chloro-pyrido[3,4-d]pyridazin-1-amine [Si](C)(C)(C(C)(C)C)O[C@@H]1C[C@@H](CCC1)NC1=C2C(=C(N=N1)Cl)C=NC=C2